1-epoxyethyl-3,4-epoxycyclohexane C1CC2C(O2)CC1C3CO3